NC1=NC=C(C=C1O[C@H](C)C=1C=C(C=CC1)NC(C1=CC(=CC(=C1)C(F)(F)F)S(=O)(=O)C)=O)C=1C=NN(C1)C (R)-N-(3-(1-((2-Amino-5-(1-methyl-1H-pyrazol-4-yl)pyridin-3-yl)oxy)ethyl)phenyl)-3-(methylsulfonyl)-5-(trifluoromethyl)benzamid